α-ethylcaproic acid C(C)C(C(=O)O)CCCC